2-(2-isopropyl-5-methylcyclohexyl)-2-(3,3-dichloro-3-fluoro-propyl)-1,3-diethoxypropane C(C)(C)C1C(CC(CC1)C)C(COCC)(COCC)CCC(F)(Cl)Cl